hydrogen peroxide titanium-silicon [Si].[Ti].OO